methyl 3-(3,4-dichlorophenyl)pyrrolidine-3-carboxylate hydrochloride Cl.ClC=1C=C(C=CC1Cl)C1(CNCC1)C(=O)OC